C(=C)C=1C=CC=2N(C3=CC=CC=C3C2C1)C1=CC=C(C=C1)C1=CC=C(C=C1)N1C2=CC=CC=C2C=2C=C(C=CC12)C=C 4,4'-bis(3-vinyl-9H-carbazole-9-yl)-1,1'-biphenyl